1,4-dimethyl succinate C(CCC(=O)OC)(=O)OC